(4-bromo-2-methoxyphenyl)(1H-pyrrol-2-yl)methanone BrC1=CC(=C(C=C1)C(=O)C=1NC=CC1)OC